6-Chloro-1,3-dihydro-2H-pyrrolo[3,2-c]pyridin-2-one ClC1=CC2=C(C=N1)CC(N2)=O